C1(=CC=CC=C1)C=1SC=CC1 2-phenylthiophene